5-azaspiro[2.4]heptan-7-ol C1CC12CNCC2O